FC1=CC=C(CC2=CC3=C(OC[C@@H](N3C(=O)OC(C)(C)C)C(C)C)N=C2)C=C1 tert-butyl (S)-7-(4-fluorobenzyl)-2-isopropyl-2,3-dihydro-1H-pyrido[2,3-b][1,4]oxazine-1-carboxylate